N,N-dimethyl-2-chloropropionylamine hydrochloride Cl.CN(C)C(C(C)Cl)=O